C(CCC)NC=1C2=C(N=CN1)NC=C2C(C(F)(F)F)O [4-(butylamino)-7H-pyrrolo[2,3-D]pyrimidin-5-yl]-2,2,2-trifluoro-ethanol